6-((5-azaspiro[2.4]heptan-5-yl)methyl)imidazo[1,2-a]pyridine-8-carboxylic acid C1CC12CN(CC2)CC=2C=C(C=1N(C2)C=CN1)C(=O)O